4-(2-((R)-1-((1-isopropyl-1H-imidazol-2-yl)methyl)-3-((R or S)-2-(trifluoromethyl)oxetan-2-yl)pyrrolidin-3-yl)ethyl)benzonitrile C(C)(C)N1C(=NC=C1)CN1C[C@@](CC1)([C@@]1(OCC1)C(F)(F)F)CCC1=CC=C(C#N)C=C1 |o1:14|